4-(5-fluoro-2-(trifluoromethyl)phenyl)-5,6-dihydropyridine-1(2H)-carboxylic acid tert-butyl ester C(C)(C)(C)OC(=O)N1CC=C(CC1)C1=C(C=CC(=C1)F)C(F)(F)F